C(#N)C1=CC2=C(N(C(=N2)C(NC2=CC(=NC=C2)C)=O)CC2=CC=C(C=C2)P(O)(O)=O)C=C1 (4-((5-cyano-2-((2-methylpyridin-4-yl)carbamoyl)-1H-benzo[d]imidazol-1-yl)methyl)phenyl)Phosphonic acid